OC[C@H](C[C@H]1C(NCC1)=O)NC([C@H](C)NC(O)=O)=O ((S)-1-(((S)-1-hydroxy-3-((S)-2-oxopyrrolidin-3-yl)propan-2-yl)amino)-1-oxopropan-2-yl)carbamic acid